(E)-4-(2-(5-methoxy-1H-indol-3-yl)vinyl)-1-n-dodecylquinoline COC=1C=C2C(=CNC2=CC1)/C=C/C1=CCN(C2=CC=CC=C12)CCCCCCCCCCCC